tert-butyl (S)-5-amino-4-(6-fluoro-4-hydroxy-1-oxoisoindol-2-yl)-5-oxopentanoate NC([C@H](CCC(=O)OC(C)(C)C)N1C(C2=CC(=CC(=C2C1)O)F)=O)=O